(2S,5R)-5-(2-chlorophenyl)-1-(4-(pyridazin-4-yl)benzoyl)pyrrolidine-2-carboxylic acid ClC1=C(C=CC=C1)[C@H]1CC[C@H](N1C(C1=CC=C(C=C1)C1=CN=NC=C1)=O)C(=O)O